Methyl 4-methoxy-3-nitropyrazolo[1,5-a]pyridine-5-carboxylate COC=1C=2N(C=CC1C(=O)OC)N=CC2[N+](=O)[O-]